2-(12-bromododecyloxy)tetrahydropyran BrCCCCCCCCCCCCOC1OCCCC1